P(=O)(OCC)(OCC)OC1=C(C(=CC(=C1)C)C)C(C)(CCO)C diethyl (2-(4-hydroxy-2-methylbutan-2-yl)-3,5-dimethylphenyl) phosphate